7-fluoro-9-nitro-1,2,3,4-tetrahydro-5H-benzo[e][1,4]diazepin-5-one FC1=CC2=C(NCCNC2=O)C(=C1)[N+](=O)[O-]